N1C=NC(=C1)CCNC1=NC(=NC2=CC=CC=C12)C1=CNC=C1 N-(2-(1H-imidazol-4-yl)ethyl)-2-(1H-pyrrol-3-yl)quinazolin-4-amine